benzyl 4-methyl (3R,4S,5R)-3-(4-((tert-butoxycarbonyl)(methyl)amino)phenyl)-5-((2-fluoro-4-(trifluoromethyl)phenyl)carbamoyl)piperidine-1,4-dicarboxylate C(C)(C)(C)OC(=O)N(C1=CC=C(C=C1)[C@@H]1CN(C[C@@H]([C@H]1C(=O)OC)C(NC1=C(C=C(C=C1)C(F)(F)F)F)=O)C(=O)OCC1=CC=CC=C1)C